OC(C)(C)[C@@H]1CN(CCC1)C=1C=CC(=NC1)NC=1C2=C(C(=NC1)C1=CN=C3N1C=CC=C3OC)CNC2=O 7-[[5-[(3S)-3-(1-hydroxy-1-methyl-ethyl)-1-piperidyl]-2-pyridyl]amino]-4-(8-methoxy-imidazo[1,2-a]pyridin-3-yl)-2,3-dihydro-pyrrolo[3,4-c]pyridin-1-one